2-methoxy-5-(2-(3-(2-phenoxyethyl)ureido)pyrazolo[1,5-A]pyridin-5-yl)nicotinic acid COC1=C(C(=O)O)C=C(C=N1)C1=CC=2N(C=C1)N=C(C2)NC(=O)NCCOC2=CC=CC=C2